C(C)(=O)O[C@@H](C(=O)N(C)C1CCC(CC1)N1N=C2C=C(C(=CC2=C1)C(NC=1C(N(C=CC1)C)=O)=O)OC)C (R)-1-(((1r,4R)-4-(6-Methoxy-5-((1-methyl-2-oxo-1,2-dihydropyridin-3-yl)carbamoyl)-2H-indazol-2-yl)cyclohexyl)(methyl)amino)-1-oxopropan-2-yl acetate